2-(5-bromo-2,3-dihydro-1H-inden-1-yl)acetonitrile BrC=1C=C2CCC(C2=CC1)CC#N